O=C1NC(CCC1N1C(N(C2=C1C=CC(=C2)N2C[C@@H](CC2)C=O)C)=O)=O (3R)-1-(1-(2,6-dioxopiperidin-3-yl)-3-methyl-2-oxo-2,3-dihydro-1H-benzo[d]Imidazol-5-yl)pyrrolidine-3-Formaldehyde